COC1=NC=CC(=C1)C1=CC=C(C=C1)N1N=CC2=C(C=CC(=C12)C(=O)N)C#CC 1-(4-(2-methoxypyridin-4-yl)phenyl)-4-(propan-1-yn-1-yl)-1H-indazol-7-carboxamide